C(C)(=O)N1CC[N+](CC1)(C)C 4-acetyl-1,1-dimethylpiperazinium